FC=1C(=CC=2C3=C(NC(C2C1)=O)COCC3NCC(C)C)F 8,9-difluoro-1-(isobutylamino)-1,5-dihydro-2H-pyrano[3,4-c]isoquinolin-6(4H)-one